COCCOCCNCC(=O)C1C(C2=CC=C(C=C2C1=O)C(=O)C=1C=C2C(C(C(C2=CC1)=O)C(CNCCOCCOC)=O)=O)=O 2-(2-{[2-(2-methoxyethoxy)ethyl]amino}acetyl)-5-[2-(2-{[2-(2-methoxyethoxy)ethyl]amino}acetyl)-1,3-dioxo-2,3-dihydro-1H-indene-5-carbonyl]-2,3-dihydro-1H-indene-1,3-dione